4-(4-chloro-2-cyano-phenyl)sulfanyl-6-[5-methyl-1-(4-piperidyl)pyrazol-4-yl]pyrazolo[1,5-a]pyridine-3-carbonitrile ClC1=CC(=C(C=C1)SC=1C=2N(C=C(C1)C=1C=NN(C1C)C1CCNCC1)N=CC2C#N)C#N